Tetramethyl-divinyl-diphenyl-trisiloxane C[Si](O[Si](O[Si](C=C)(C=C)C)(C1=CC=CC=C1)C1=CC=CC=C1)(C)C